C(C)N(C1=NC=CC(=C1)CNCC1=CC=C(C=C1)OC)CC N,N-diethyl-4-[[(4-methoxyphenyl)methylamino]methyl]pyridin-2-amine